FC1=CC=C(C=C1)C(C#N)=C1CCN(CC1)C(=O)N1CCC(CCC1)O 2-(4-fluorophenyl)-2-(1-(4-hydroxyazepane-1-carbonyl)piperidin-4-ylidene)acetonitrile